3-(5-fluoro-1H-indol-3-yl)-4-(1H-imidazole-5-yl)-1H-pyrrole-2,5-dione FC=1C=C2C(=CNC2=CC1)C=1C(NC(C1C1=CN=CN1)=O)=O